FC1=C(N)C=CC(=C1Cl)F 2,4-difluoro-3-chloroaniline